BrC1=NC=CC(=C1F)NC(=O)N1CC=2C(=NN3C2C(CC[C@@](C3)(O)COCC(F)F)(F)F)CC1 |o1:21| (S*)-N-(2-Bromo-3-fluoropyridin-4-yl)-8-((2,2-difluoroethoxy)methyl)-11,11-difluoro-8-hydroxy-3,4,8,9,10,11-hexahydro-1H-pyrido[4',3':3,4]pyrazolo[1,5-a]azepine-2(7H)-carboxamide